NC1=CC=CC(=N1)S(=O)(=O)NC(=O)C=1C(=NC(=CC1)C=1C=NC(=CC1)OC(C)C)N1C(CC(C1)C)C N-[(6-Amino-2-pyridyl)sulfonyl]-2-(2,4-dimethylpyrrolidin-1-yl)-6-(6-isopropoxy-3-pyridyl)pyridin-3-carboxamid